(E)-1-(2,4-dichlorophenyl)-2-((4-fluoro-1-methyl-3-(trifluoromethyl)-1H-pyrazol-5-yl)oxy)ethan-1-one-O-isobutyloxime C(C(C)C)O\N=C(\COC1=C(C(=NN1C)C(F)(F)F)F)/C1=C(C=C(C=C1)Cl)Cl